(2,3-Bismethoxyphenyl)(piperidin-4-yl)methanone trifluoroacetate salt FC(C(=O)O)(F)F.COC1=C(C=CC=C1OC)C(=O)C1CCNCC1